2-(5-fluoro-2-methoxypyridin-3-yl)-4-hydroxypyrrolidine-1-carboxylic acid tert-butyl ester C(C)(C)(C)OC(=O)N1C(CC(C1)O)C=1C(=NC=C(C1)F)OC